CC1=CC=C(C=C1)NC1=CC=C(C2=CC=C(NC3=CC=C(C=C3)C)C=C2)C=C1 Bis(4-methylphenyl)benzidine